8-anilino-1-naphthalenesulfonate sodium [Na+].N(C1=CC=CC=C1)C=1C=CC=C2C=CC=C(C12)S(=O)(=O)[O-]